1-Amino-3,3-difluorocyclopentane-1-carboxylic acid methyl ester trifluoroacetate FC(C(=O)O)(F)F.COC(=O)C1(CC(CC1)(F)F)N